C(C1=CC=CC=C1)(=O)O[C@H]1[C@H](O[C@@H]([C@@H]([C@@H]1OC(C1=CC=CC=C1)=O)OC(C1=CC=CC=C1)=O)/C=N/[S@](=O)C(C)(C)C)SCC=C (2R,3R,4S,5S,6R)-2-(allylthio)-6-((E)-(((R)-tert-butylsulfinyl)imino)methyl)tetrahydro-2H-pyran-3,4,5-triyl tribenzoate